C(C)C1=C(C=CC(=C1)CCCCC)C#CC=1C=C(C(=C(C1)F)N=C=S)F 5-[2-(2-ethyl-4-n-pentyl-phenyl)ethynyl]-1,3-difluoro-2-isothiocyanato-benzene